1-(4-(3-AZABICYCLO[3.1.1]HEPTAN-3-YL)PYRIDIN-2-YL)-N-(1-METHYL-1H-INDAZOL-7-YL)-1H-PYRAZOLE-4-SULFONAMIDE C12CN(CC(C1)C2)C2=CC(=NC=C2)N2N=CC(=C2)S(=O)(=O)NC=2C=CC=C1C=NN(C21)C